8-bromo-6-methoxy-imidazo[1,5-a]pyridine BrC=1C=2N(C=C(C1)OC)C=NC2